6-(4-((4-fluorobenzyl)oxy)phenyl)-4-(1,2,3,6-tetrahydropyridin-4-yl)-7H-pyrrolo[2,3-d]pyrimidine FC1=CC=C(COC2=CC=C(C=C2)C2=CC3=C(N=CN=C3C=3CCNCC3)N2)C=C1